FC1=C(C(=CC=C1)O)C1=C(C(=NC2=CC(=CC=C12)C1=C(N=CS1)C)N1CC2(CN(C2)C(C=C)=O)CC1)C#N 4-(2-fluoro-6-hydroxyphenyl)-7-(4-methyl-1,3-thiazol-5-yl)-2-(2-(2-propenoyl)-2,6-diazaspiro[3.4]octan-6-yl)-3-quinolinecarbonitrile